tetrahydropyrrolelactamide acrylate C(C=C)(=O)O.N1C(CCC1)CC(C(=O)N)O